COC(CCCCCCC\C=C/CCCCCC)=O Cis-9-hexadecaneenoic acid methyl ester